dimethyl-dioctadecylurea CN(C(N(CCCCCCCCCCCCCCCCCC)C)=O)CCCCCCCCCCCCCCCCCC